[N+](=O)([O-])C1=C(C(=O)[O-])C=CC=C1 2-nitro-benzoate